ClC=1C(=NC(=NC1)NCCN(C)C)N1CC(C1)C(=O)NCC1=NC=C(N=C1)C 1-(5-chloro-2-{[2-(dimethylamino)ethyl]amino}pyrimidin-4-yl)-N-[(5-methylpyrazin-2-yl)methyl]azetidine-3-carboxamide